N-(2-(4-(4-acetylpiperazine-1-yl)piperidine-1-yl)-4-methoxy-5-((6-((R)-3-(3-methoxyphenyl)isoxazolidine-2-yl)pyrimidine-4-yl)amino)phenyl)acrylamide C(C)(=O)N1CCN(CC1)C1CCN(CC1)C1=C(C=C(C(=C1)OC)NC1=NC=NC(=C1)N1OCC[C@@H]1C1=CC(=CC=C1)OC)NC(C=C)=O